N-(4-(7-chloro-3-cyclopentyl-1H-pyrazolo[3,4-c]pyridin-1-yl)benzyl)-2-methoxybenzamide ClC=1N=CC=C2C1N(N=C2C2CCCC2)C2=CC=C(CNC(C1=C(C=CC=C1)OC)=O)C=C2